C(C1=CC=CC=C1)OC1=CC=C(C=C1)C(\C=C\C1=CC=C(C=C1)O)=O (E)-1-(4-(Benzyloxy)phenyl)-3-(4-hydroxyphenyl)prop-2-en-1-one